(1s,4s)-4-((2-((2-(1-(Cyclopropylsulfonyl)-1H-pyrazol-4-yl)pyrimidin-4-yl)amino)-5-((1-(2-morpholinoethyl)-1H-pyrazol-4-yl)ethynyl)pyridin-4-yl)amino)cyclohexan-1-ol C1(CC1)S(=O)(=O)N1N=CC(=C1)C1=NC=CC(=N1)NC1=NC=C(C(=C1)NC1CCC(CC1)O)C#CC=1C=NN(C1)CCN1CCOCC1